N-((4-(((Z)-5-((Z)-1-acetyl-5-nitro-2-oxoindolin-3-ylidene)-3-ethyl-4-oxothiazolidin-2-ylidene)amino)phenyl)sulfonyl)acetamide C(C)(=O)N1C(\C(\C2=CC(=CC=C12)[N+](=O)[O-])=C/1\C(N(/C(/S1)=N/C1=CC=C(C=C1)S(=O)(=O)NC(C)=O)CC)=O)=O